epoxy-1,6-hexanediol C1(C(CCCCO)O1)O